ClC=1C2=C(C(N(C1)C)=O)C(=CN2C)NC2=CC(=NC=C2C(=O)NC([2H])([2H])[2H])NC2=NC=C(C=C2)F 4-((7-Chloro-1,5-dimethyl-4-oxo-4,5-dihydro-1H-pyrrolo[3,2-c]pyridin-3-yl)amino)-6-((5-fluoropyridin-2-yl)amino)-N-(methyl-d3)nicotinamide